C(C1=CC=CC=C1)NC1=C(C=CC=C1)C(=C)C1=CC=C(C=C1)Cl N-benzyl-2-(1-(4-chlorophenyl)ethenyl)aniline